(1R)-1-{5-[2-(difluoromethoxy)-4-(trifluoromethyl)phenyl]-1,2,4-oxadiazol-3-yl}-6-azaspiro[2.5]octane-6-sulfonamide FC(OC1=C(C=CC(=C1)C(F)(F)F)C1=NC(=NO1)[C@@H]1CC12CCN(CC2)S(=O)(=O)N)F